N1=CC=C(C=C1)C1N(CCNC1)C(=O)C1=CC=C(C=C1)C1=NC2=C(N1)C=CC=C2C(=O)N 2-(4-(4-pyridylpiperazine-1-carbonyl)phenyl)-1H-benzo[d]imidazole-4-carboxamide